tert-butyl 4-[4-(3-cyano-4-methoxy-pyrazolo[1,5-a]pyridin-6-yl)pyrazol-1-yl]piperidine-1-carboxylate C(#N)C=1C=NN2C1C(=CC(=C2)C=2C=NN(C2)C2CCN(CC2)C(=O)OC(C)(C)C)OC